4-(1-(5-(1,1,1,2-tetrafluoropropan-2-yl)pyridin-2-yl)-1H-pyrazol-4-yl)pyridine-2,3-diamine FC(C(C)(F)C=1C=CC(=NC1)N1N=CC(=C1)C1=C(C(=NC=C1)N)N)(F)F